5-Methoxy-4-(((2S,4S)-2-(4-(methoxycarbonyl)phenyl)-4-(1H-pyrazol-1-yl)piperidin-1-yl)methyl)-7-methyl-1H-indole-1-carboxylic acid tert-butyl ester C(C)(C)(C)OC(=O)N1C=CC2=C(C(=CC(=C12)C)OC)CN1[C@@H](C[C@H](CC1)N1N=CC=C1)C1=CC=C(C=C1)C(=O)OC